FC(OC1=CC=C(C=N1)C1=CN=CC(=N1)C(=O)N/N=C/C1=C(C=CC(=C1)C(C)O)F)F (E)-6-(6-(difluoromethoxy)pyridin-3-yl)-N'-(2-fluoro-5-(1-hydroxyethyl)benzylidene)pyrazine-2-carbohydrazide